C(=O)(O)C=C[C@@]1([C@H](O)[C@H](O)[C@@H](CO)O1)N1C(=O)NC(=O)C=C1 (2-Carboxyvinyl)uridine